FC=1C=C2C(=CNC(C2=CC1F)=O)C(C)NCCCO 6,7-difluoro-4-(1-((3-hydroxypropyl)amino)ethyl)isoquinolin-1(2H)-one